C1(CCC1)N1C(=NC2=C1C=C(C=C2)C(=O)NCCCN2CCN(CC2)C2=CC=CC=C2)C2=CC(=C(C(=C2)OC)OC)OC 1-cyclobutyl-N-(3-(4-phenylpiperazin-1-yl)propyl)-2-(3,4,5-trimethoxyphenyl)-1H-benzo[d]imidazole-6-carboxamide